Cl.FC1=C2C=C(NC2=CC=C1OC1=CC=NC2=CC(=C(C=C12)OC)OC[C@@H]1C[C@H](C1)N)C trans-3-(((4-((4-fluoro-2-methyl-1H-indol-5-yl)oxy)-6-methoxyquinolin-7-yl)oxy)methyl)cyclobutylamine hydrochloride